FC=1C(=C(C=CC1F)[C@H]1[C@@](S[C@](C1)(C(F)(F)F)C)(C(=O)NC1=CC=C(C=C1)OB(O)O)[2H])OC (4-((2R,3S,5R)-3-(3,4-difluoro-2-methoxyphenyl)-5-methyl-5-(trifluoromethyl)tetrahydrothiophene-2-carboxamido-2-d)phenyl)boric acid